(S)-2-(Bocamino)-2-vinyl-ethanol C(=O)(OC(C)(C)C)N[C@H](CO)C=C